CN(C(C1=CC=C(C=C1)C1C(C1)C=1C2=C(N=C(N1)C)SC=N2)=O)C21CCCC(CC2)N1C(=O)[O-] (N-methyl-4-(2-(5-methylthiazolo[5,4-d]pyrimidin-7-yl)cyclopropyl)benzamido)-8-azabicyclo[3.2.1]octane-8-carboxylate